C1(CC1)N1C=C(C2=CC=CC=C12)C1=NC(=NC=C1C=1OC=CN1)NC=1C(=CC(=C(C1)NC(C(=C)F)=O)N1CC(C1)N(C)C)OC N-(5-((4-(1-Cyclopropyl-1H-indol-3-yl)-5-(oxazol-2-yl)pyrimidin-2-yl)amino)-2-(3-(dimethylamino)azetidin-1-yl)-4-methoxyphenyl)-2-fluoroacrylamide